Ethylenglycol Hexyl ether C(CCCCC)OCCO